17-alpha-hydroxypregn-4-ene-3,20-dione CC(=O)[C@]1(CC[C@@H]2[C@@]1(CC[C@H]3[C@H]2CCC4=CC(=O)CC[C@]34C)C)O